2-(((αr)-6-(3-(3-(methylsulfonyl)phenyl)-2,5-dioxoimidazolidin-1-yl)spiro[3.3]heptan-2-yl)oxy)nicotinamide CS(=O)(=O)C=1C=C(C=CC1)N1C(N(C(C1)=O)C1CC2(CC(C2)OC2=C(C(=O)N)C=CC=N2)C1)=O